The molecule is a phenothiazine derivative having a chloro subsitituent at the 2-position and a 4-substituted 3-(piperazin-1-yl)propyl group at the N-10 position. It is a N-alkylpiperazine, an organochlorine compound and a member of phenothiazines. COC1=CC(=CC(=C1OC)OC)C(=O)OCCN2CCN(CC2)CCCN3C4=CC=CC=C4SC5=C3C=C(C=C5)Cl